ClC1=C(OCC=2OC(=CN2)CC2CCN(CC2)CC2=NC3=C(N2C[C@H]2OCC2)C=C(C=C3)C(=O)OC)C=CC(=C1)Cl Methyl (S)-2-((4-((2-((2,4-dichlorophenoxy)methyl)oxazol-5-yl)methyl)piperidin-1-yl)methyl)-1-(oxetan-2-ylmethyl)-1H-benzo[d]imidazole-6-carboxylate